FC=1C=C2N=CC=3N(C(N4C(COC(=C2C34)C1C=1C=NC(=CC1)OCCCN1CCCCC1)(C)C)=O)C 6-fluoro-2,10,10-trimethyl-7-(6-(3-(piperidin-1-yl)propoxy)pyridin-3-yl)-9,10-dihydro-8-oxa-2,4,10a-triazanaphtho[2,1,8-cde]azulen-1(2H)-one